5-Fluoro-7-(8-fluoro-2-methylimidazo[1,2-a]pyridin-6-yl)-3-(piperidin-4-yl)cinnoline dihydrochloride Cl.Cl.FC1=C2C=C(N=NC2=CC(=C1)C=1C=C(C=2N(C1)C=C(N2)C)F)C2CCNCC2